C[C@H]([C@H](CCCCCC)O)O (2R,3S)-nonane-2,3-diol